(2S,3S,4R,5R)-5-(6-(benzylamino)-2-(4-hydroxylphenyl)-9H-purin-9-yl)-3,4-dihydroxyl-N-methyltetrahydrofuran-2-carboxamide C(C1=CC=CC=C1)NC1=C2N=CN(C2=NC(=N1)C1=CC=C(C=C1)O)[C@H]1[C@@H]([C@@H]([C@H](O1)C(=O)NC)O)O